[Na].OCC(CO)(CO)CO pentaerythritol sodium salt